C(C(O)C)(=O)O.C(CCCCCCCCCCC\C=C/CCCCCCCC)(=O)OCC(O)CO Glyceryl Monoerucate Lactate